C(C)(C)(C)OC(=O)N[C@@H](CSC1(CCC(CC1)=C(C)C)C)C(=O)OCC ethyl N-(tert-butoxycarbonyl)-S-(1-methyl-4-(propan-2-ylidene)cyclohexyl)cysteinate